F[C@H]1CNCC[C@H]1N1N=C2C(=C1)C=C(S2)C2=CC1=CN(N=C1C(=C2)C)C 5-{2-[(3S,4R)-3-fluoropiperidin-4-yl]thieno[2,3-c]pyrazol-5-yl}-2,7-dimethylindazole